5-oxo-5,6,7,8-tetrahydro-2-naphthalene-carboxylic acid O=C1C=2C=CC(=CC2CCC1)C(=O)O